1-((2R,4S,5R)-5-ethyl-4-hydroxy-5-(hydroxymethyl)tetrahydrofuran-2-yl)-4-hydroxy-2-oxo-1,2-dihydropyrimidine-5-carbonitrile C(C)[C@]1([C@H](C[C@@H](O1)N1C(N=C(C(=C1)C#N)O)=O)O)CO